CN1N=C(C(=C1)C=1N=C2C(=CN(C=C2)CC=2SC3=C(N2)C=C(C=C3)C)N1)C 2-((2-(1,3-dimethyl-1H-pyrazol-4-yl)-5H-imidazo[4,5-c]pyridin-5-yl)methyl)-5-methylbenzo[d]thiazole